FC=1C=2N(C=C(C1)C1=CNC=3N=C(N=CC31)N[C@H](C(F)(F)F)C)C=CN2 (S)-5-(8-fluoroimidazo[1,2-a]pyridin-6-yl)-N-(1,1,1-trifluoropropan-2-yl)-7H-pyrrolo[2,3-d]pyrimidin-2-amine